FC1=C(C(=CC=C1C#CC1COCC1)O)N1CC(NS1(=O)=O)=O 5-(2-fluoro-6-hydroxy-3-((tetrahydrofuran-3-yl)ethynyl)phenyl)-1,2,5-thiadiazolidin-3-one 1,1-dioxide